NOC[C@@H]1CNCC1 (3S)-3-[(aminooxy)methyl]pyrrolidine